2-(2-chloro-5-isopropyl-8-oxothieno[2',3':4,5]pyrrolo[1,2-d][1,2,4]triazin-7(8H)-yl)-N-(3-hydroxy-3-methylbutyl)acetamide ClC1=CC2=C(C=C3N2C(=NN(C3=O)CC(=O)NCCC(C)(C)O)C(C)C)S1